C(C1=CC=CC=C1)C=1NC(=NN1)C1=CC2=C(SCC(N2CC2=C(C=CC=C2F)Cl)=O)C=C1 6-(5-benzyl-4H-1,2,4-triazol-3-yl)-4-(2-chloro-6-fluorobenzyl)-2H-benzo[b][1,4]thiazin-3(4H)-one